N-[(4,6-dichloro-3-pyridinyl)methyl]-1-phenyl-methylamine ClC1=C(C=NC(=C1)Cl)CNCC1=CC=CC=C1